[Si](C1=CC=CC=C1)(C1=CC=CC=C1)(C(C)(C)C)OCC1=NN(C(=C1)CO)C (3-(((tert-butyldiphenylsilyl)oxy)methyl)-1-methyl-1H-pyrazol-5-yl)methanol